C(C)(C)(C)OC(=O)C1(CC(C2=CC(=CC=C2C1)N(C1=CC=CC=C1)C1=CC=CC=C1)CC(=O)O)C(=O)OC(C)(C)C 2-(3,3-bis(tert-butoxycarbonyl)-7-(diphenylamino)-1,2,3,4-tetrahydronaphthalen-1-yl)acetic acid